methyl N-(2-amino-2-methylpropyl)-N-{1-[3-(trifluoromethyl)phenyl]cyclobutyl}carbamate NC(CN(C(OC)=O)C1(CCC1)C1=CC(=CC=C1)C(F)(F)F)(C)C